Cl.Cl.CC=1C(=NC=C(C1)C)N[C@@H]1CN[C@H](C1)C (3,5-dimethylpyridin-2-yl)((3S,5S)-5-methylpyrrolidin-3-yl)amine dihydrochloride